CC(C)(C#CC(=C)C)N(CC(=O)OC(C)(C)C)S(=O)(=O)C1=CC=C(C)C=C1 tert-Butyl N-(2,5-dimethylhex-5-en-3-yn-2-yl)-N-tosylglycinate